OCC1(OC2=C(C1)C=C(C(=C2)N2CCOCC2)N2CC(=C1N2C=CC=N1)C(=O)N)C 1-N-(2-(hydroxymethyl)-2-methyl-6-morpholino-2,3-dihydrobenzofuran-5-yl)pyrazolo[1,5-a]pyrimidine-3-carboxamide